N[C@@H](CC[SeH])C(=O)O selenohomocysteine